FC1=C(N)C=C(C(=C1F)C)C=1C=C(C=2N(C1)C=CN2)N2CCOCC2 2,3-difluoro-4-methyl-5-[8-(morpholin-4-yl)imidazo[1,2-a]pyridin-6-yl]aniline